N1=CC=C(C2=C1NC1=C(O2)C=CC=C1)OC1=CC=C(C=C1)NC(=O)C1(CC1)C(=O)NC1=NOC(=C1)C N-(4-((10H-benzo[b]pyrido[2,3-e][1,4]oxazin-4-yl)oxy)phenyl)-N'-(5-methylisoxazol-3-yl)cyclopropane-1,1-dicarboxamide